3-oxo-2-[4-[rac-(1R)-2,2,2-trifluoro-1-methyl-ethoxy]phenyl]-6,8-dihydro-5H-imidazo[1,5-a]pyrazine-1-carboxamide O=C1N(C(=C2N1CCNC2)C(=O)N)C2=CC=C(C=C2)O[C@@H](C(F)(F)F)C |r|